C(C)N=C=NCCCN(C)C 1-ethyl-(3-Dimethylaminopropyl)carbodiimide